2-methyl-6-propyl-3-((6-(trifluoromethyl)pyridin-3-yl)methyl)-5,6,7,8-tetrahydropyrido[4,3-d]pyrimidin-4(3h)-one CC=1N(C(C2=C(N1)CCN(C2)CCC)=O)CC=2C=NC(=CC2)C(F)(F)F